C(C=C)OC(=O)C1(C(C2=CC=CC(=C2CC1)F)=O)CCCC(=O)OCC 2-(4-ethoxy-4-oxobutyl)-5-fluoro-1-oxo-1,2,3,4-tetrahydronaphthalene-2-carboxylic acid allyl ester